CN(C1=C(C(=O)NC(C)C2=CC(=CC=C2)C=2SC=CN2)C=C(C=C1)OCC(F)(F)F)C 2-(dimethylamino)-N-(1-(3-(thiazol-2-yl)phenyl)ethyl)-5-(2,2,2-trifluoroethoxy)benzamide